1,1,1,3,3,3-hexafluoropropan-2-yl phosphate P(=O)(OC(C(F)(F)F)C(F)(F)F)([O-])[O-]